(4,6-dimethyl-7-phenyl-thiazolo[4,5-c]pyridin-2-yl)-amid CC1=NC(=C(C2=C1N=C(S2)[NH-])C2=CC=CC=C2)C